FC(C=1C(=C(C=CC1)[C@@H](C)NC1=CN=NC2=CC=C(C=C12)N1C[C@H](CCC1)OC)F)F N-((R)-1-(3-(difluoromethyl)-2-fluorophenyl)ethyl)-6-((S)-3-methoxypiperidin-1-yl)cinnoline-4-Amine